FC(C(=O)O)(F)F.ClC=1C=C(C=CC1C(=O)N1CCN(CC1)C(CN(C)C)=O)NC(=O)C=1N(C(=CN1)C1=C(C(=C(C=C1)OC)F)F)C N-[3-chloro-4-[4-[2-(dimethylamino)acetyl]piperazine-1-carbonyl]phenyl]-5-(2,3-difluoro-4-methoxy-phenyl)-1-methyl-imidazole-2-carboxamide trifluoroacetate